Cl.CC1(C(NC2=C(O1)C(=NC=N2)N2CCC1(CC(C1)NS(=O)(=O)N)CC2)=O)C N-(7-(6,6-dimethyl-7-oxo-7,8-dihydro-6H-pyrimido[5,4-b][1,4]oxazin-4-yl)-7-azaspiro[3.5]nonan-2-yl)sulfamide hydrochloride